7-(trifluoromethyl)-4-azaspiro[2.5]octan-7-ol FC(C1(CCNC2(CC2)C1)O)(F)F